N-(5-((4-ethylpiperazin-1-yl)methyl)pyridin-2-yl)-2-(4-ethylpiperazine-1-carbonyl)benzamide C(C)N1CCN(CC1)CC=1C=CC(=NC1)NC(C1=C(C=CC=C1)C(=O)N1CCN(CC1)CC)=O